2-(6-(((1R,3S,5S)-8-azabicyclo[3.2.1]octan-3-yl)(methyl)amino)pyridazin-3-yl)-5-(2-methyl-1H-imidazol-1-yl)phenol [C@H]12CC(C[C@H](CC1)N2)N(C2=CC=C(N=N2)C2=C(C=C(C=C2)N2C(=NC=C2)C)O)C